1-(2-((6-(trifluoromethyl)pyridin-3-yl)amino)-3',6'-dihydro-[3,4'-bipyridin]-1'(2'h)-yl)prop-2-en-1-one FC(C1=CC=C(C=N1)NC1=NC=CC=C1C=1CCN(CC1)C(C=C)=O)(F)F